4-((R)-8-(6-(4-((4-(3-(((S)-2,6-dioxopiperidin-3-yl)amino)phenyl)piperazin-1-yl)methyl)piperidine-1-carbonyl)pyridazin-3-yl)-3-methyl-2,8-diazaspiro[4.5]decan-2-yl)benzonitrile O=C1NC(CC[C@@H]1NC=1C=C(C=CC1)N1CCN(CC1)CC1CCN(CC1)C(=O)C1=CC=C(N=N1)N1CCC2(C[C@H](N(C2)C2=CC=C(C#N)C=C2)C)CC1)=O